methyl (S)-2-((2-(2,6-difluoro-4-(methylcarbamoyl)phenyl)-7-methylimidazo[1,2-b]pyridazin-3-yl)methyl)morpholine-4-carboxylate FC1=C(C(=CC(=C1)C(NC)=O)F)C=1N=C2N(N=CC(=C2)C)C1C[C@H]1CN(CCO1)C(=O)OC